CC1=C(C=C(C=C1)S(=O)(=O)N1CC(C1)N1CCOCC1)C1=CN=C2C(=NC=NN21)N 7-(2-methyl-5-((3-morpholinoazetidin-1-yl)sulfonyl)phenyl)imidazo[2,1-f][1,2,4]triazin-4-amine